ClC=1C=C(C=CC1)CCN1[C@@H](C[C@H](C1)COC1=CC=C(C=C1)S(=O)(=O)C)C (2r,4r)-1-(3-chlorophenyl-ethyl)-2-methyl-4-((4-(methylsulfonyl)phenoxy)methyl)pyrrolidine